ethyl 2-(3-benzyloxy-2-oxo-cyclohex-3-en-1-yl)-2-oxo-acetate C(C1=CC=CC=C1)OC=1C(C(CCC1)C(C(=O)OCC)=O)=O